FC=1C=C(C=C(C1)F)[C@H]1N(OCC1)C(=O)[C@@H]1CC[C@H](CC1)CN1C=NC2=C1C=C(C=C2)F trans-((S)-3-(3,5-difluorophenyl)isoxazolidin-2-yl)(4-((6-fluoro-1H-benzo[d]imidazol-1-yl)methyl)cyclohexyl)methanone